N-(4-((R*)-2-(2-Chloropyridin-4-yl)propyl)-6-(((R)-1-hydroxy-4-methylpentan-2-yl)amino)-1,3,5-triazin-2-yl)methanesulfonamide ClC1=NC=CC(=C1)[C@@H](CC1=NC(=NC(=N1)N[C@@H](CO)CC(C)C)NS(=O)(=O)C)C |o1:7|